O1C2=C(OCC1C=1NC[C@@H](N1)[2H])C(=C(C(=C2[2H])[2H])[2H])[2H] (4S)-2-(2,3-dihydrobenzo[b][1,4]dioxin-2-yl-5,6,7,8-d4)-4,5-dihydro-1H-imidazole-4-d